Cl.ClC=1C(=NC(=NC1)NC1=CNOC=C1)C1=CC=C2CN(C(C2=C1)=O)CC(=O)NC(C)C1CNCCC1 2-(6-{5-chloro-2-[(oxazin-4-yl)amino]pyrimidin-4-yl}-1-oxo-2,3-dihydro-1H-isoindol-2-yl)-N-[1-(piperidin-3-yl)ethyl]acetamide HCl